The molecule is an 11,12-EET in which the epoxy moiety has 11S,12R-configuration. It has a role as a human xenobiotic metabolite. It is a conjugate acid of an (11S,12R)-EET(1-). It is an enantiomer of an (11R,12S)-EET. CCCCC/C=C\\C[C@@H]1[C@@H](O1)C/C=C\\C/C=C\\CCCC(=O)O